ClC1=C(C=CC(=C1)Cl)CCC(N)=S 3-(2,4-dichlorophenyl)propanethioamide